5-(4-methyl-2H-1,2,3-triazol-2-yl)-2-{3-[(3S)-3-(propan-2-yl)piperazin-1-yl]-1,2,4-triazin-6-yl}phenol dihydrochloride Cl.Cl.CC1=NN(N=C1)C=1C=CC(=C(C1)O)C1=CN=C(N=N1)N1C[C@@H](NCC1)C(C)C